mono-hydrogen phosphate P(=O)(O)([O-])[O-]